CCCCCCCCCCCCCCCCS(=O)(=O)CC(CO[C@H]1[C@@H]([C@H]([C@H]([C@H](O1)CO)O[C@@H]2[C@@H]([C@H]([C@H]([C@H](O2)CO)O)O)O)O)O)CS(=O)(=O)CCCCCCCCCCCCCCCC The molecule is a glycoside that consists of alpha-D-galactosyl-(1->4)-beta-D-galactose where the hydrogen of the anomeric OH group is substituted by a 3-(hexadecylsulfonyl)-2-[(hexadecylsulfonyl)methyl]propyl group. It is a glycoside, a sulfone and a disaccharide derivative.